4-(isopropylsulfonyl)benzonitrile C(C)(C)S(=O)(=O)C1=CC=C(C#N)C=C1